allyl (4-vinylbenzyl) ether C(=C)C1=CC=C(COCC=C)C=C1